FC=1C(=C(CNC(OC(C)(C)C)=O)C=CC1)B1OC(C(O1)(C)C)(C)C tert-butyl (3-fluoro-2-(4,4,5,5-tetramethyl-1,3,2-dioxaborolan-2-yl)benzyl)carbamate